3-(7-amino-2-oxo-1,3-benzoxazol-3-yl)piperidine-2,6-dione NC1=CC=CC=2N(C(OC21)=O)C2C(NC(CC2)=O)=O